(4-aminophenyl)-5-methyl-N-(3-(morpholinesulfonyl)phenyl)pyrimidin-2-amine NC1=CC=C(C=C1)C1=NC(=NC=C1C)NC1=CC(=CC=C1)S(=O)(=O)N1CCOCC1